FC(C=1[N-]C(=C(N1)C#N)C#N)(F)F.[Na+] sodium 2-trifluoromethyl-4,5-dicyanoimidazolate